ClC=1C=C(C=CC1C)NC(=O)C1=CC(=CC=2NC(=NC21)N(C)C)NC(=O)C2=C(C=CC=C2)C(F)(F)F N-(3-chloro-4-methylphenyl)-2-(dimethylamino)-6-({[2-(trifluoromethyl)phenyl]carbonyl}amino)-1H-benzimidazole-4-carboxamide